C(#N)[C@H](C[C@H]1C(NCC1)=O)NC(=O)[C@@H]1N(C[C@@H]2[C@H]1CC(C2)(F)F)C(=O)C=2NC1=CC=CC(=C1C2)OC (1R,3aS,6aR)-N-((S)-1-cyano-2-((S)-2-oxopyrrolidin-3-yl)ethyl)-2-(4-methoxy-1H-indole-2-carbonyl)-5,5-difluorooctahydrocyclopenta[c]pyrrole-1-carboxamide